2-((6-((5-chloro-2-((3R)-3-(((3-(2,6-dioxopiperidin-3-yl)phenyl)amino)methyl)piperidin-1-yl)pyrimidin-4-yl)amino)-1-methyl-2-oxo-1,2-dihydroquinolin-3-yl)oxy)-N-methylacetamide ClC=1C(=NC(=NC1)N1C[C@H](CCC1)CNC1=CC(=CC=C1)C1C(NC(CC1)=O)=O)NC=1C=C2C=C(C(N(C2=CC1)C)=O)OCC(=O)NC